calcium oxide, tetraethylammonium salt C(C)[N+](CC)(CC)CC.[O-2].[Ca+]